diphenyl-[4-(phenylthio)phenyl]sulfonium hexafluoro-antimonate F[Sb-](F)(F)(F)(F)F.C1(=CC=CC=C1)[S+](C1=CC=C(C=C1)SC1=CC=CC=C1)C1=CC=CC=C1